N1(CCC1)CCC=1C(=CC(N(C1)C(C(=O)N[C@@H](CC(=O)O)C=1C=C(C=C(C1F)C)C1=C(C=C(C=C1C)C(F)(F)F)C)CC(C)C)=O)C(F)(F)F (3S)-3-(2-(5-(2-(azetidin-1-yl)ethyl)-2-oxo-4-(trifluoromethyl)pyridin-1(2H)-yl)-4-methylpentanamido)-3-(4-fluoro-2',5,6'-trimethyl-4'-(trifluoromethyl)biphenyl-3-yl)propanoic acid